[Zn].FC=1CC(C#N)(C=CC1N1CCC(CC1)SC1=CC=C(C=C1)C=O)[2H] 3-fluoro-4-(4-((4-formylphenyl)thio)piperidin-1-yl)benzonitrile-1-d zinc